COC1=C(C=CC(=C1)N1CCOCC1)N1N=C(C=2C1=NC(=NC2N)N)C2=CN=CO2 (2-methoxy-4-morpholinophenyl)-3-(oxazol-5-yl)-1H-pyrazolo[3,4-d]pyrimidine-4,6-diamine